FC1=CC=C(C(=O)OC2=C3C(=CN(C3=CC=C2)[Si](C)(C)C(C)(C)C)CCN(C)C)C=C1 1-(tert-butyldimethylsilyl)-3-(2-(dimethylamino)ethyl)-1H-indol-4-yl 4-fluorobenzoate